C1(CC1)C=1C=CC(=C(C1)[C@H](C)N[S@](=O)C(C)(C)C)F (R)-N-((S)-1-(5-cyclopropyl-2-fluorophenyl)ethyl)-2-methylpropane-2-sulfinamide